3-(6-(4-(Dimethylamino)piperidin-1-yl)-1-methyl-1H-pyrazolo[3,4-d]pyrimidin-3-yl)-2,6-difluoro-5-(trifluoromethyl)phenol CN(C1CCN(CC1)C1=NC=C2C(=N1)N(N=C2C=2C(=C(C(=C(C2)C(F)(F)F)F)O)F)C)C